NC1=NN=C(O1)CN1N=C(C=CC1=O)C1=CC=C(C=C1)OC(F)F 2-((5-amino-1,3,4-oxadiazol-2-yl)methyl)-6-(4-(difluoromethoxy)phenyl)pyridazin-3(2H)-one